C(C(=C)C)(=O)OCCCC1C2CC3CC(CC1C3)C2 2-adamantyl-propyl methacrylate